N-(4-Acetylphenyl)-2,4-difluoro-5-cyanobenzamide C(C)(=O)C1=CC=C(C=C1)NC(C1=C(C=C(C(=C1)C#N)F)F)=O